3-(2-methoxypyrimidin-5-yl)-3-(4-(4-(5,6,7,8-tetrahydro-1,8-naphthyridin-2-yl)butyl)thiazol-2-yl)propionic acid COC1=NC=C(C=N1)C(CC(=O)O)C=1SC=C(N1)CCCCC1=NC=2NCCCC2C=C1